4-(2-((1-(cyanomethyl)-1H-pyrazol-4-yl)amino)-5-methylpyrimidin-4-yl)benzoic Acid C(#N)CN1N=CC(=C1)NC1=NC=C(C(=N1)C1=CC=C(C(=O)O)C=C1)C